OC1=C(CC=2C=C(C=C(C2O)C)CC2=CC(=C(C(=C2)C)O)CC2=C(C=CC=C2)O)C=CC=C1 bis[3-(2-hydroxybenzyl)-4-hydroxy-5-methylphenyl]methane